C(C)(C)(C)[TeH] T-butyltellurium hydride